N-(4-aminophenyl)-2,6-dichloro-N-methyl-3-nitrobenzamide NC1=CC=C(C=C1)N(C(C1=C(C(=CC=C1Cl)[N+](=O)[O-])Cl)=O)C